COCCCN1CCC(CC1)NCC1=CC=CC=C1 N-(3-methoxypropyl)-4-benzylaminopiperidine